Cl.O=C1NC(CCC1NC1=CC(=C(C=C1)N1CCC(CC1)CC(=O)O)F)=O 2-[1-[4-[(2,6-dioxo-3-piperidyl)amino]-2-fluoro-phenyl]-4-piperidyl]acetic acid hydrochloride